BrC1=CC2=C(N=C(N=C2)NC2=NC=C(C=C2)S(=O)(=O)N2CCOCC2)N(C1=O)C1CCCC1 6-Bromo-8-cyclopentyl-2-[5-(morpholine-4-sulfonyl)-pyridin-2-ylamino]-8H-pyrido[2,3-d]pyrimidin-7-one